2-Cyclohexanesulfonic acid C1C(CCCC1)S(=O)(=O)O